ClC=1C=C(C=CC1)N1N=CC=CC1=O (3-chlorophenyl)pyridazin-3(2H)-one